BrC1=C(C(=NC=C1)NCC1=CC=C(C=C1)OCC(C)C)C(C1=CC=C(C=C1)F)=O 4-bromo-3-(4-fluorobenzoyl)-N-[[4-(2-methylpropyloxy)phenyl]methyl]pyridin-2-amine